N-[[6-(1-acetylpiperidine-4-carbonyl)-6-azaspiro[2.5]octan-2-yl]methyl]furo[2,3-c]pyridine-2-carboxamide C(C)(=O)N1CCC(CC1)C(=O)N1CCC2(C(C2)CNC(=O)C2=CC=3C(=CN=CC3)O2)CC1